2-{3-[(2R,6S)-2,6-Dimethylmorpholin-4-carbonyl]-5,6-dihydrocyclopenta[c]pyrazol-1(4H)-yl}-1-[4-(4-ethylphenyl)piperidin-1-yl]ethan-1-on C[C@@H]1CN(C[C@@H](O1)C)C(=O)C=1C2=C(N(N1)CC(=O)N1CCC(CC1)C1=CC=C(C=C1)CC)CCC2